{4-[5-(tetrahydrofuran-2-ylmethoxyl)benzimidazol-1-yl]phenyl}amid O1C(CCC1)COC1=CC2=C(N(C=N2)C2=CC=C(C=C2)[NH-])C=C1